N,N,N-Trimethyl-3-(methyl(3-(tetradecanoyloxy)-2,2-bis((tetradecanoyloxy)methyl)propyl)amino)propan-1-aminium chloride [Cl-].C[N+](CCCN(CC(COC(CCCCCCCCCCCCC)=O)(COC(CCCCCCCCCCCCC)=O)COC(CCCCCCCCCCCCC)=O)C)(C)C